4-(4-(cyclopropanesulfonamido)-2-ethylphenyl)-1H-pyrrolo[2,3-b]pyridin C1(CC1)S(=O)(=O)NC1=CC(=C(C=C1)C1=C2C(=NC=C1)NC=C2)CC